(6-{2-[4-(4-fluorophenyl)-6-isopropyl-2-[methyl (methylsulfonyl) amino] pyrimidin-5-yl] vinyl} (4R,6S)-2,2-dimethyl [1,3]dioxan-4-yl) acetate C(C)(=O)O[C@H]1OC(O[C@@H](C1)C=CC=1C(=NC(=NC1C(C)C)N(S(=O)(=O)C)C)C1=CC=C(C=C1)F)(C)C